OC1=C(C=CC=C1)C(C1=CC=C(C=C1)OC)=O 2'-hydroxy-4-methoxy-benzophenone